C(CCCCCCCCCCCCC)(=O)OC(C)CCCCCCCCCCCC 2-tetradecyl tetradecanoate